ClC1=C(C(=NC=C1)C(=O)O)N[C@H](C)C1=C2N=C(C(=NC2=CC(=C1)C)C#N)N1C2CC(CC1CC2)C=2C=NN(C2)C chloro-3-(((1R)-1-(2-cyano-7-methyl-3-(3-(1-methyl-1H-pyrazol-4-yl)-8-azabicyclo[3.2.1]octan-8-yl)quinoxalin-5-yl)ethyl)amino)picolinic acid